ClC1=C(C=CC=C1)CCC(=O)N1CCC(CC1)O 3-(2-chlorophenyl)-1-(4-hydroxypiperidin-1-yl)-1-oxopropan